1-(4-{2-[1-(2-Ethoxy-ethyl)-5-methyl-1H-pyrazol-4-ylamino]-thiazol-4-yl}-3-methoxy-phenyl)-imidazolidin-2-one C(C)OCCN1N=CC(=C1C)NC=1SC=C(N1)C1=C(C=C(C=C1)N1C(NCC1)=O)OC